ClCC1OC2(C3=CC=CC=C13)COCC2 chloromethyl-4,5-dihydro-2H,3'H-spiro[furan-3,1'-isobenzofuran]